NC=1C(=NC(=CC1)Cl)C(=N)NO 3-amino-6-chloro-N-hydroxypyridineformamidine